FCN1C(=NC2=C1C=CC=C2)COC2=CC=C(C=C2)C2=NN(C=C2C2=CC=NC=C2)C 1-fluoromethyl-2-[4-(1-methyl-4-pyridin-4-yl-1H-pyrazol-3-yl)-phenoxymethyl]-1H-benzimidazole